tert-butyl 3-(aminomethyl)-3-carbamoylazetidine-1-carboxylate NCC1(CN(C1)C(=O)OC(C)(C)C)C(N)=O